(4-cyanopentanoic acid) trithioacetate C(C)(=S)O.C(C)(=S)O.C(C)(=S)O.C(#N)C(CCC(=O)O)C